4-(4-isopropyl-2,5-dioxoimidazolidin-4-yl)-3-methoxybenzoic acid C(C)(C)C1(NC(NC1=O)=O)C1=C(C=C(C(=O)O)C=C1)OC